C(C)(C)(C)OC(=O)N1[C@H]2CC[C@@H]1[C@@H]1N(C2)C(OC1)=O.O1CCOC12CCC(CC2)NC2=C1CN(C(C1=CC=C2)=O)C2C(NC(CC2)=O)=O 3-(4-((1,4-dioxaspiro[4.5]decan-8-yl)amino)-1-oxoisoindolin-2-yl)piperidine-2,6-dione tert-Butyl-(6S,9R,9aS)-3-oxohexahydro-1H,3H-6,9-epiminooxazolo[3,4-a]azepine-10-carboxylate